(5S)-2-{[3-Chloro-4-(trifluoromethyl)pyridin-2-yl]methyl}-3-oxo-2,3,5,6,7,8-hexahydro[1,2,4]triazolo[4,3-a]pyridin ClC=1C(=NC=CC1C(F)(F)F)CN1N=C2N(CCCC2)C1=O